NC(C(CCC(=O)OC)NC(=O)OC(C)(C)C)=O methyl 5-amino-4-(tert-butoxycarbonylamino)-5-oxo-pentanoate